5-chloro-2-(trifluoromethyl)imidazo[1,2-a]pyrimidine ClC1=CC=NC=2N1C=C(N2)C(F)(F)F